C(#N)C[C@@H](CC(=O)NC=1SC(=C(N1)C)C(=O)OC(C)C)NC(=O)C1=CC(=CC=C1)C1=NOC(=N1)C Propan-2-yl 2-[(3S)-4-cyano-3-{[3-(5-methyl-1,2,4-oxadiazol-3-yl)phenyl]formamido}butanamido]-4-methyl-1,3-thiazole-5-carboxylate